(R)-N-(1-(3,5-bis(trifluoromethyl)phenyl)-2-(quinolin-2-yl)ethyl)acetamide FC(C=1C=C(C=C(C1)C(F)(F)F)[C@@H](CC1=NC2=CC=CC=C2C=C1)NC(C)=O)(F)F